CO[C@@H](C)C=1C=2N(N=CC1NC(=O)NC=1C=NC(=C(C1)C(F)(F)F)N1N=C(N=C1)C)C=C(N2)C (S)-N-(8-(1-methoxyethyl)-2-methylimidazo[1,2-b]pyridazin-7-yl)-N'-(6-(3-methyl-1H-1,2,4-triazol-1-yl)-5-(trifluoromethyl)pyridin-3-yl)urea